C(#N)C=1C=CC(=C(NC2CCN(CC2)C(=O)OC(C)(C)C)C1)C(NC1=NNC2=CC=C(C=C12)CC1=CC(=CC(=C1)F)F)=O tert-butyl 4-[5-cyano-2-[[5-[(3,5-difluorophenyl)methyl]-1H-indazol-3-yl]carbamoyl]anilino]piperidine-1-carboxylate